[Zn+2].C(C1=CC=C(C(=O)[O-])C=C1)(=O)[O-] terephthalate zinc